3-methoxy-1,1,1,3,5,5,5-heptamethyltrisiloxane CO[Si](O[Si](C)(C)C)(O[Si](C)(C)C)C